C(C)(C)(C)C1CC(CC1)[Si](OC)(OC)C1CC(CC1)C(C)(C)C bis(3-tertiary butylcyclopentyl)dimethoxysilane